CC(CC(CCCN=C=O)C)N=C=O 1,3-dimethylhexamethylene diisocyanate